(2S,4a'R,7'R,8'S,8a'R)-2',2'-dimethyl-8'-(4-(3,4,5-trifluorophenyl)-1H-1,2,3-triazol-1-yl)hexahydro-3H,4'H-spiro[furan-2,6'-pyrano[3,2-d][1,3]dioxin]-7'-yl 3-fluorobenzoate FC=1C=C(C(=O)O[C@@H]2[C@H]([C@H]3OC(OC[C@H]3O[C@]23OCCC3)(C)C)N3N=NC(=C3)C3=CC(=C(C(=C3)F)F)F)C=CC1